Cl.N1CC(C1)CC1CCN(CC1)C(=O)OC(C)(C)C tert-butyl 4-(azetidin-3-ylmethyl)piperidine-1-carboxylate hydrochloride